FC=1C(=CC=C2C=CN=C(C12)N)C=1C=NC=CC1 8-Fluoro-7-(pyridin-3-yl)isoquinolin-1-amine